COC(=O)[C@H]1N(C[C@@H](C=C1C)N(O[Si](C)(C)C(C)(C)C)C(=O)OC(C)(C)C)C(=O)OC(C)(C)C (2S,5R)-5-(tert-butoxycarbonyl-(tert-butyldimethylsiloxy)amino)-3-methyl-5,6-dihydropyridine-1,2(2H)-dicarboxylic acid 1-tert-butyl 2-methyl ester